N-(2-chloro-4-(dimethylamino)phenyl)-1-(4-iodo-1H-pyrazol-1-yl)cyclobutane-1-carboxamide ClC1=C(C=CC(=C1)N(C)C)NC(=O)C1(CCC1)N1N=CC(=C1)I